tert-butyl (S)-2-amino-3-(8-(2,6-dichloro-4-fluorophenyl)-3-fluoro quinolin-5-yl)propanoate N[C@H](C(=O)OC(C)(C)C)CC1=C2C=C(C=NC2=C(C=C1)C1=C(C=C(C=C1Cl)F)Cl)F